5-Bromo-2-(chloromethyl)pyridine BrC=1C=CC(=NC1)CCl